(2S,3R,4S,5R)-4-(benzyloxy)-5-((benzyloxy)methyl)-5-methyltetrahydrofuran-2,3-diyl diacetate C(C)(=O)O[C@@H]1O[C@]([C@H]([C@H]1OC(C)=O)OCC1=CC=CC=C1)(C)COCC1=CC=CC=C1